O=C1NC(CCC1C=1C=CC(=NC1)CN(C1CCN(CC1)C1=CC(=C(C=C1)NC1=NC=C(C(=C1)NC1=C(C(=O)NC)C=CC=C1)C(F)(F)F)OC)C)=O 2-((2-((4-(4-(((5-(2,6-dioxopiperidin-3-yl)pyridin-2-yl)methyl)(methyl)amino)piperidin-1-yl)-2-methoxyphenyl)amino)-5-(trifluoromethyl)pyridin-4-yl)amino)-N-methylbenzamide